N[C@H]1C(=CC2=CC=CC=C12)O (1R,2S)-1-amino-2-indenol